NC1=C(SC=2C1=C1C=CC(=NC1=CC2)OCC2=CC=CC=C2)C(=O)OC Methyl 1-amino-7-(benzyloxy)thieno[3,2-f]quinoline-2-carboxylate